F[B-](F)(F)F.C(#N)C(C(=O)OCC)=NOC(=[N+](C)C)N(C)C O-[cyano(ethoxycarbonyl)methyleneamino]-N,N,N',N'-tetramethyluronium tetrafluoroborate